1-(3-(2-((3r,5r,7r)-adamantan-1-yl)acetoxy)-2-((((3-(diethylamino)propoxy)carbonyl)oxy)methyl)propyl) 7-(2-((1s,3s)-adamantan-1-yl)ethyl) heptanedioate C(CCCCCC(=O)OCCC12CC3CC(CC(C1)C3)C2)(=O)OCC(COC(CC23CC1CC(CC(C2)C1)C3)=O)COC(=O)OCCCN(CC)CC